2-(1H-pyrazol-4-yl)-N-(1-{[(3S)-pyrrolidin-3-yl]methyl}-1H-pyrazol-4-yl)-1,3-thiazole N1N=CC(=C1)C1SC=CN1C=1C=NN(C1)C[C@@H]1CNCC1